CN1CCN(CC1)CCOC1=C(C=C(C=C1)C)CC=1SC=CC1 1-methyl-4-(2-(4-methyl-2-(thiophen-2-ylmethyl)phenoxy)ethyl)piperazine